[Na+].C(C=C)OC(CCC(=O)[O-])=O 4-(allyloxy)-4-oxobutyric acid sodium salt